β-(3,4-epoxycyclohexyl)butyltriethoxysilane C1(CC2C(CC1)O2)C(C[Si](OCC)(OCC)OCC)CC